3-(3-chloro-5-(pyrimidin-5-yl)phenoxy)-1-((4-methyl-5-oxo-4,5-dihydro-1H-1,2,4-triazol-3-yl)methyl)-4-(trifluoromethyl)pyridin-2(1H)-one ClC=1C=C(OC=2C(N(C=CC2C(F)(F)F)CC2=NNC(N2C)=O)=O)C=C(C1)C=1C=NC=NC1